1-(trifluoromethyl)cyclopropylbenzene FC(C1(CC1)C1=CC=CC=C1)(F)F